10-(benzyloxy)-6-(1-methoxy-2-methylpropan-2-yl)-2-oxo-6,7-dihydro-2H-pyrido[2',1':3,4]pyrazino[1,2-b]indazole-3-carboxylic acid ethyl ester C(C)OC(=O)C=1C(C=C2N(C(CN3N=C4C(=CC=CC4=C32)OCC3=CC=CC=C3)C(COC)(C)C)C1)=O